NC=1C(=C(C=NC1)C=1C=C2C=C(N=CC2=C(C1F)N)NC1=NN2C([C@@H](CC[C@@H](C2)OC)C)=C1)C 6-(5-amino-4-methylpyridin-3-yl)-7-fluoro-N3-((4R,7S)-7-methoxy-4-methyl-5,6,7,8-tetrahydro-4H-pyrazolo[1,5-a]azepin-2-yl)isoquinoline-3,8-diamine